laurylketone C(CCCCCCCCCCC)C(=O)CCCCCCCCCCCC